5-[(4R,8S,9aS)-4-methyl-8-[(6-piperazin-1-yl-3-pyridinyl)oxy]-1,3,4,6,7,8,9,9a-octahydropyrido[1,2-a]pyrazin-2-yl]quinoline-8-carbonitrile C[C@@H]1CN(C[C@H]2N1CC[C@@H](C2)OC=2C=NC(=CC2)N2CCNCC2)C2=C1C=CC=NC1=C(C=C2)C#N